(S)-4-((2-phenoxyethyl)(4-(5,6,7,8-tetrahydro-1,8-naphthyridin-2-yl)butyl)amino)-2-(2-(o-tolyl)acetamido)butanoic acid O(C1=CC=CC=C1)CCN(CC[C@@H](C(=O)O)NC(CC1=C(C=CC=C1)C)=O)CCCCC1=NC=2NCCCC2C=C1